FC1=CC=C(C=C1)C=1C(C(=NN(C1)C)C(=O)O)=O 5-(4-fluorophenyl)-1-methyl-4-oxo-1,4-dihydropyridazine-3-carboxylic acid